COC1=C(C(=CC=C1)OC)C1C(C(CCC1)C1=C(C=CC=C1OC)OC)(C1=C(C=CC=C1C1=C(C=C(C=C1C)C)C)C1=C(C=C(C=C1C)C)C)P(=O)=O 2,6-bis(2,6-dimethoxyphenyl)-1-[2,6-bis(2,4,6-trimethylphenyl)phenyl]-phosphocyclohexane